ClC1=C(C=C2C(C(=CN(C2=N1)C1CC1)C(=O)NCCC=1OC(=NN1)S(=O)(=O)C)=O)F 7-chloro-1-cyclopropyl-6-fluoro-N-(2-(5-(methylsulfonyl)-1,3,4-oxadiazol-2-yl)ethyl)-4-oxo-1,4-dihydro-1,8-naphthyridine-3-carboxamide